F[C@@H]1C[C@@]12C[C@@]1(CCC(N1C2)([2H])[2H])C(O)([2H])[2H] ((1R,2R,7a'S)-2-fluorodihydro-1'H,3'H-spiro[cyclopropane-1,2'-pyrrolizin]-7a'(5'H)-yl-5',5'-d2)methan-d2-ol